2-(dimethyl-(oxo)-lambda6-Sulfanyl)-1-(p-tolyl)ethan-1-one CS(CC(=O)C1=CC=C(C=C1)C)(=O)C